C(\C=C/C(=O)O)(=O)O.C(\C=C/C(=O)O)(=O)O.OCC(CO)(COCC(CO)(CO)CO)CO dipentaerythritol dimaleate